O[C@@H]1C[C@@H](OC2=C1C=C(C=C2)C(F)(F)F)C(=O)NC21CC(C2)(C1)N1N=CC(=C1)OCCOC(F)(F)F (2R,4R)-4-hydroxy-N-(3-{4-[2-(trifluoromethoxy)ethoxy]-1H-pyrazol-1-yl}bicyclo[1.1.1]pentan-1-yl)-6-(trifluoromethyl)-3,4-dihydro-2H-1-benzopyran-2-carboxamide